NC1=CC=C(OC=2C=C(C=CC2)S(=O)(=O)C2=CC(=CC=C2)OC2=CC=C(C=C2)N)C=C1 bis[3-(4-Aminophenoxy)phenyl]sulfone